C(C)(C)N1C(CCC1)CC(=O)NC=1C=C(C(=NC1)C)NC(=O)C=1C=NN2C1SC(=C2)C=2C=NN(C2)CCOC N-(5-(2-(1-isopropylpyrrolidin-2-yl)acetamido)-2-methylpyridin-3-yl)-2-(1-(2-methoxyethyl)-1H-pyrazol-4-yl)pyrazolo[5,1-b]thiazole-7-carboxamide